pentaerythritol tri(methyl)acrylate CC(=C(C(=O)OCC(CO)(CO)CO)C)C